F[C@H]1C[C@H](N2N=C(N=C21)S)C2=CC(=CC=C2)F (5s,7s)-7-fluoro-5-(3-fluorophenyl)-6,7-dihydro-5H-pyrrolo[1,2-b][1,2,4]triazole-2-thiol